C1(CC1)NC(=O)C1=NNC2=CC(=CC=C12)C=1C=NC(=C(C1)C(N[C@@H]1CN(C[C@@H]1F)C(=O)C1CC(C1)(F)F)=O)OC[2H] N-cyclopropyl-6-(5-{[(3R,4S)-1-(3,3-difluorocyclobutanecarbonyl)-4-fluoropyrrolidin-3-yl]carbamoyl}-6-(deutero)methoxypyridin-3-yl)-1H-indazole-3-carboxamide